NCC=1N=C(OC1)C1=NC=CC(=N1)NC1=CC(=C(C=C1)OC1=CC2=C(N(C=N2)C)C=C1)C (4-(aminomethyl)oxazol-2-yl)-N-(3-methyl-4-((1-methyl-1H-benzimidazol-5-yl)oxy)phenyl)pyrimidin-4-amine